dimethyl 1-pentenylphosphonate C(=CCCC)P(OC)(OC)=O